ClC=1C=C(C=C(C1)Cl)C12CN(CC2C1)C(=O)OC(C)(C)C tert-butyl 1-(3,5-dichlorophenyl)-3-azabicyclo[3.1.0]hexane-3-carboxylate